CC1=CC=C(C=C1)S(=O)(=O)OCCCOS(=O)(=O)C1=CC=C(C)C=C1 1,3-di(p-toluenesulfonyloxy)propane